C(C)(C)(C)C1=C(C=C(C=N1)C=1C=C2SCCCN2C(C1C#N)=O)F 8-(6-(tert-butyl)-5-fluoropyridin-3-yl)-6-oxo-3,4-dihydro-2H,6H-pyrido[2,1-b][1,3]thiazine-7-carbonitrile